2-(3,5-difluorophenyl)-5-(4,4,5,5-tetramethyl-1,3,2-dioxaborolan-2-yl)pyrimidine FC=1C=C(C=C(C1)F)C1=NC=C(C=N1)B1OC(C(O1)(C)C)(C)C